N1=C(C=CC=C1)COC=1C(=NC=C(C1)B1OC(C(O1)(C)C)(C)C)N 3-[(pyridin-2-yl)methoxy]-5-(4,4,5,5-tetramethyl-1,3,2-dioxaborolan-2-yl)pyridin-2-amine